O1C(CCCC1)ONC(=O)[C@@H]1OC2=C(C=CC=C2CC1)NC(OCC1=C(C=CC=C1)Cl)=O 2-chlorobenzyl ((2R)-2-(((tetrahydro-2H-pyran-2-yl)oxy)carbamoyl)chroman-8-yl)carbamate